C(C1=CC=CC=C1)N1CCC(CC1)CC1C(C2=CC(=C(C=C2C1)OC)OC)=O 2-(1-benzyl-piperidin-4-ylmethyl)-5,6-dimethoxy-indan-1-one